FC1C(C1)N1C(C(=CC=C1)C(=O)O)=O racemic-1-trans-(2-fluorocyclopropyl)-2-oxo-1,2-dihydropyridine-3-carboxylic acid